C(C)(C)(C)OC(=O)NCC1CCN(CC1)CCCCCC(=O)OC methyl 6-[4-[(tert-butoxycarbonylamino)methyl]-1-piperidyl]hexanoate